NC=1N=NC(=CC1N1CCN(CC1)CC(=O)O)C(NC)=O 2-(4-(3-amino-6-(methylcarbamoyl)pyridazin-4-yl)piperazin-1-yl)acetic acid